N1=C(C=NC=C1)CCS 2-pyrazinyl-ethanethiol